methyl 3-((6-oxo-5-(trifluoromethyl)-1,6-dihydropyridazin-3-yl)methoxy)propanoate O=C1C(=CC(=NN1)COCCC(=O)OC)C(F)(F)F